C(C)(C)(C)OC(=O)N1C[C@H](OC[C@@](C1)(C)O)C(=O)O (2S,6S)-4-(tert-butoxycarbonyl)-6-hydroxy-6-methyl-1,4-oxazepane-2-carboxylic acid